1,4-dihydro-1,8-naphthyridine-3-carbaldehyde N1C=C(CC2=CC=CN=C12)C=O